CC(=O)C1=C(C=C(C(=C1OC)C2=C3C(=C(C=C2CO)O)C(=O)C4=C(C3=O)C=CC=C4O)O)O The molecule is an anthraquinone that is anthracene-9,10-dione substituted by a 3-acetyl-4,6-dihydroxy-2-methoxyphenyl moiety at position 1, hydroxy groups at positions 4 and 5 and a hydroxymethyl group at position 2. Isolated from the roots of Bulbine frutescens, it exhibits antiplasmodial and antitrypanosomal activities. It has a role as a metabolite, an antiplasmodial drug and a trypanocidal drug. It is a polyphenol, a monomethoxybenzene, a methyl ketone, an aromatic ketone, a dihydroxyanthraquinone, a ring assembly and a member of resorcinols.